C1(=CC=CC=C1)N1C(=C(C2=CC(=CC=C12)S(=O)(=O)C1=CC=C(C=C1)F)C(=O)OCC)CN1CCN(CC1)C 1-phenyl-2-((4-methylpiperazin-1-yl)methyl)-3-ethoxyformyl-5-((4-fluorophenyl)sulfonyl)-1H-indole